methyl-3-methyl-4-((1-(2-(1-methyl-1H-pyrazol-4-yl)quinolin-4-yl)ethyl)carbamoyl)benzoate COC(C1=CC(=C(C=C1)C(NC(C)C1=CC(=NC2=CC=CC=C12)C=1C=NN(C1)C)=O)C)=O